NC1=NC=CC(=C1Cl)SC1=CN=C(N=N1)N1CCC2(CC1)[C@H](C1=C(N=C(S1)C)C2)N (R)-1'-(6-((2-amino-3-chloropyridin-4-yl)thio)-1,2,4-triazin-3-yl)-2-methyl-4,6-dihydrospiro[cyclopenta[d]thiazole-5,4'-piperidin]-6-amine